COC=1C=C(C=CC1)CCNC(CC1N(C(CC1)=O)CC1=CC=C(C=C1)C)=O N-[2-(3-methoxyphenyl)ethyl]-2-[1-[(4-methylphenyl)methyl]-5-oxopyrrolidin-2-yl]acetamid